C(C)OC(C1=CC=CC=C1)=N Benzimidic acid ethyl ester